1-[6-[4-(1,2-benzothiazol-6-ylamino)pyrido[3,2-d]pyrimidin-6-yl]-1,6-diazaspiro[3.3]heptan-1-yl]prop-2-en-1-one S1N=CC2=C1C=C(C=C2)NC=2C1=C(N=CN2)C=CC(=N1)N1CC2(CCN2C(C=C)=O)C1